1-(1-(3-fluoro-2-methylphenyl)ethyl)-N3-methyl-1H-pyrazole-3,5-dicarboxamide FC=1C(=C(C=CC1)C(C)N1N=C(C=C1C(=O)N)C(=O)NC)C